(6S)-6-[3-(1-Benzyl-1,2,3-triazol-4-yl)-2-chlorophenyl]-2-imino-6-methyl-3-[(2S,4S)-2-methyl-tetrahydropyran-4-yl]hexahydro-pyrimidin-4-one trifluoroacetic acid salt FC(C(=O)O)(F)F.C(C1=CC=CC=C1)N1N=NC(=C1)C=1C(=C(C=CC1)[C@@]1(CC(N(C(N1)=N)[C@@H]1C[C@@H](OCC1)C)=O)C)Cl